(3-((4-amino-3-(7-methoxy-5-methylbenzothiophen-2-yl)-1H-pyrazolo[3,4-d]pyrimidin-1-yl)methyl)phenyl)acrylamide (S)-6-diazo-2-((S)-2-methoxypropanamido)-5-oxohexanoate [N+](=[N-])=CC(CC[C@@H](C(=O)O)NC([C@H](C)OC)=O)=O.NC1=C2C(=NC=N1)N(N=C2C=2SC1=C(C2)C=C(C=C1OC)C)CC=1C=C(C=CC1)C(C(=O)N)=C